(S)-(3-(1-amino-1,3-dihydrospiro[inden-2,4'-piperidine]-1'-yl)-6-(2-(methylsulfonyl)vinyl)pyrazin-2-yl)methanol N[C@@H]1C2=CC=CC=C2CC12CCN(CC2)C=2C(=NC(=CN2)C=CS(=O)(=O)C)CO